5-Chloro-7-(((2,4-dimethoxybenzyl)amino)methyl)chinolin-8-ol ClC1=C2C=CC=NC2=C(C(=C1)CNCC1=C(C=C(C=C1)OC)OC)O